C1(=CC=CC2=CC=CC=C12)C1=CC=C(C=C1)NC1=CC=2C3(C4=CC=CC=C4C2C=C1)C1=CC=CC=C1C=1C=CC=CC13 N-[4-(1-naphthyl)phenyl]-9,9'-spirobi[9H-fluorene]-2-amine